ClC1=C(CNC(=O)C2=CC=C(C(=O)Cl)C=C2)C=CC(=C1)Cl 4-((2,4-dichlorobenzyl)carbamoyl)benzoyl chloride